O(C#N)C1=CC=C(C=C1)C(C)(C)C 1-Cyanato-4-tert-butylbenzene